C(C1=CC=CC=C1)C=1NC(=NN1)C(=O)NC=1C=NC=C(C1)C1=C(C=CC=C1)C 5-benzyl-N-(5-(o-methylphenyl)pyridine-3-yl)-4H-1,2,4-triazole-3-formamide